N-{3-[(2,4-Dimethoxybenzyl)sulfamoyl]-4-(pyridin-3-yl)phenyl}-2-(2-fluorophenyl)acetamide COC1=C(CNS(=O)(=O)C=2C=C(C=CC2C=2C=NC=CC2)NC(CC2=C(C=CC=C2)F)=O)C=CC(=C1)OC